F[C@H]1CN(C[C@@H]1O)C(=O)OC(C)(C)C tert-butyl (3S,4S)-3-fluoro-4-hydroxypyrrolidine-1-carboxylate